FC([C@@H]1N(CC1)C1=NC(=CC(=N1)C=1C=NN(C1)CC(=O)N1CCNCC1)C(F)(F)F)(F)F 2-(4-{2-[(R)-2-(trifluoromethyl)-1-azetidinyl]-6-(trifluoromethyl)-4-pyrimidinyl}-1-pyrazolyl)-1-(1-piperazinyl)-1-ethanone